C(C)(C)OC=1C=C(\C=N\NC(=O)C2=NC(=CN=C2)C2=CC=C(C=C2)OC)C=CC1 (E)-N'-(3-isopropoxybenzylidene)-6-(4-methoxyphenyl)pyrazine-2-carbohydrazide